(S)-N-(4-((3-methyl-5-(1,3,5-trimethyl-1H-pyrazolo[4,3-d]pyrimidin-7-yl)-4,5,6,7-tetrahydro-1H-pyrazolo[4,3-c]pyridin-1-yl)methyl)bicyclo[2.2.2]octan-1-yl)morpholine-2-carboxamide CC1=NN(C2=C1CN(CC2)C=2C1=C(N=C(N2)C)C(=NN1C)C)CC12CCC(CC1)(CC2)NC(=O)[C@@H]2CNCCO2